tripropylene glycol methyl ether monomethacrylate C(C(=C)C)(=O)OCC(OCC(OCC(C)OC)C)C